tert-Butyl 4-((3-(((methylsulfonyl)oxy)methyl)-1H-pyrazol-1-yl)methyl)piperidine-1-carboxylate CS(=O)(=O)OCC1=NN(C=C1)CC1CCN(CC1)C(=O)OC(C)(C)C